2-benzyl-7-((tert-butyldiphenylsilyl)oxy)-2-azaspiro[4.5]decane-1-carboxamide C(C1=CC=CC=C1)N1C(C2(CC1)CC(CCC2)O[Si](C2=CC=CC=C2)(C2=CC=CC=C2)C(C)(C)C)C(=O)N